(3-chloro-8-ethyl-7-fluoro-1-naphthyl) trifluoromethanesulfonate FC(S(=O)(=O)OC1=CC(=CC2=CC=C(C(=C12)CC)F)Cl)(F)F